N1=C(C=CC=C1)C1=CNC(C=C1)=O [2,3'-bipyridin]-6'(1'H)-one